trans-tert-butyl 2-(4-(4-(3-(2,6-dioxopiperidin-3-yl)-1-methyl-1H-indazol-6-yl)piperazin-1-yl)cyclohexyl)acetate O=C1NC(CCC1C1=NN(C2=CC(=CC=C12)N1CCN(CC1)[C@@H]1CC[C@H](CC1)CC(=O)OC(C)(C)C)C)=O